C(C1=CC=CC=C1)OC1=CC=C2C(=C1)OCCC21CC1 7-(benzyloxy)-2,3-dihydrospiro[chromen-4,1'-cyclopropane]